tetrafluoropropyl-alpha-fluoroacrylate FC(CC(F)(F)F)OC(C(=C)F)=O